C(C)OC=1C=C(C=CC1)C1=NC=2N(C(=C1)C)N(CC2C(=O)O)C(C(F)(F)F)C 5-(3-ethoxyphenyl)-7-methyl-N-(1,1,1-trifluoropropan-2-yl)pyrazolo[1,5-a]Pyrimidine-3-carboxylic acid